heptyl 5-(4-(N-(2-(dinonylamino) ethyl)-N-nonylglycinyl) piperazin-1-yl)-5-oxopentanoate C(CCCCCCCC)N(CCN(CC(=O)N1CCN(CC1)C(CCCC(=O)OCCCCCCC)=O)CCCCCCCCC)CCCCCCCCC